2-{4-[(5-Nitrofuran-2-yl)methyl]piperazin-1-yl}-4-(trifluoromethyl)pyrimidine [N+](=O)([O-])C1=CC=C(O1)CN1CCN(CC1)C1=NC=CC(=N1)C(F)(F)F